NC=1C=2N(C3=CC(=C(C=C3N1)F)C(=O)N1[C@H]3[C@@H](CCC1)OC1=C3C=CC(=C1)OC(F)(F)F)C=NC2 (4-amino-7-fluoroimidazo[1,5-a]quinoxalin-8-yl)((4aR,9bR)-7-(trifluoromethoxy)-3,4,4a,9b-tetrahydrobenzofuro[3,2-b]pyridin-1(2H)-yl)methanone